Cl.FC(C1=C(C=CC(=C1)B1OC(C(O1)(C)C)(C)C)CN)F (2-(difluoromethyl)-4-(4,4,5,5-tetramethyl-1,3,2-dioxaborolan-2-yl)phenyl)methanamine hydrochloride